FC1=C2C=CN(C2=CC(=C1OC=1C=CC(=C(C1)C1=NC(=NN1CCO)C(C)C=1C(=C(C=CC1)CCC(=O)OCC)F)OCOC)F)COCC[Si](C)(C)C ethyl 3-[3-[1-[5-[5-[4,6-difluoro-1-(2-trimethylsilylethoxymethyl)indol-5-yl]oxy-2-(methoxymethoxy)phenyl]-1-(2-hydroxyethyl)-1,2,4-triazol-3-yl]ethyl]-2-fluoro-phenyl]propanoate